(S)-4-(8-chloro-2-(((2R,7aS)-2-fluorotetrahydro-1H-pyrrolizin-7a(5H)-yl)methoxy)-9-methyl-9H-pyrido[4',3':4,5]pyrrolo[2,3-d]pyrimidin-4-yl)-6-methyl-1,4-oxazepan-6-ol ClC1=NC=CC2=C1N(C=1N=C(N=C(C12)N1CCOC[C@](C1)(O)C)OC[C@]12CCCN2C[C@@H](C1)F)C